C1=NC(=C2C(=N1)N(N=N2)[C@@H]3[C@H]([C@@H]([C@H](O3)CO)O)O)N Azaadenine